BrC1=CC=C(C=C1)[C@@H](C(F)(F)F)N(C(=O)C1CCN(CC1)C(=O)OC(C)(C)C)C tert-butyl (S)-4-((1-(4-bromophenyl)-2,2,2-trifluoroethyl)(methyl)carbamoyl)piperidine-1-carboxylate